ClC1=CC=C(C=C1)[C@H](NC(=O)N1CC(NCC1)=O)[C@@H]1CC[C@H](CC1)C(F)(F)F |o1:7| N-((R or S)-(4-chlorophenyl)(trans-4-(trifluoromethyl)-cyclohexyl)methyl)-3-oxopiperazine-1-carboxamide